O=C1NC(CCC1N1C(N(C2=C1C=CC(=C2)C2CCN(CC2)C(=O)OC(C)(C)C)C2CCOCC2)=O)=O tert-butyl 4-(1-(2,6-dioxopiperidin-3-yl)-2-oxo-3-(tetrahydro-2H-pyran-4-yl)-2,3-dihydro-1H-benzo[d]imidazol-5-yl)piperidine-1-carboxylate